N-(5-hydroxypyridin-2-yl)benzamide OC=1C=CC(=NC1)NC(C1=CC=CC=C1)=O